3,5-dichloro-N-(8-fluoro-2-methyl-4-oxo-3-(2-(trifluoromethyl)benzyl)-3,4-dihydroquinazolin-5-yl)-4-hydroxybenzamide ClC=1C=C(C(=O)NC2=C3C(N(C(=NC3=C(C=C2)F)C)CC2=C(C=CC=C2)C(F)(F)F)=O)C=C(C1O)Cl